C(C)(=O)NCC(=O)NC1C(CCC1)C(=O)NC(C1=CC=C(C=C1)C(C)C)C1=CC=CC=C1 2-(2-acetamidoacetamido)-N-{phenyl[4-(propan-2-yl)phenyl]methyl}cyclopentane-1-carboxamide